C(C)OC(=O)C1=NN(C(=C1)NC(=O)OC(C)(C)C)CCOCC1=CC=CC=C1 1-(2-(benzyloxy)ethyl)-5-((tert-butoxycarbonyl)amino)-1H-pyrazole-3-carboxylic acid ethyl ester